1-(6-azaspiro[3.4]oct-2-yloxy)-7-benzyloxy-4-(4-fluorophenyl)-3-isopropyl-isoquinoline C1C(CC12CNCC2)OC2=NC(=C(C1=CC=C(C=C21)OCC2=CC=CC=C2)C2=CC=C(C=C2)F)C(C)C